CN(C(OC(C)(C)C)=O)C1CCC(CC1)CO tert-Butyl N-methyl-N-[(1s,4s)-4-(hydroxymethyl)cyclohexyl]carbamate